(R)-4-(1-(4-methoxybenzyl)-1,2,3,4-tetrahydro-1,8-naphthyridin-2-yl)butanal COC1=CC=C(CN2[C@@H](CCC3=CC=CN=C23)CCCC=O)C=C1